Rac-(4-aminoimidazo[1,5-a]pyrido[3,4-e]pyrazin-8-yl)((2R,4aS,9bS)-2-methyl-7-(trifluoromethyl)-3,4,4a,9b-tetrahydrobenzofuro[3,2-b]pyridin-1(2H)-yl)methanone NC=1C=2N(C3=C(N1)C=NC(=C3)C(=O)N3[C@@H]1[C@H](CC[C@H]3C)OC3=C1C=CC(=C3)C(F)(F)F)C=NC2 |r|